N-[(1R)-1-cyclopropylethyl]-8-methoxy-7-[3-(pyrrolidin-1-yl)propoxy]-1H,2H,3H-cyclopenta[c]quinolin-4-amine formate C(=O)O.C1(CC1)[C@@H](C)NC1=NC=2C=C(C(=CC2C2=C1CCC2)OC)OCCCN2CCCC2